C1(=CC=CC=C1)C1=CC(=CC(=C1)NC1=CC=CC2=C1OC1=C2C=CC=C1)C1=CC=CC=C1 N-([1,1':3',1''-terphenyl]-5'-yl)dibenzo[b,d]furan-4-amine